C(CCCCCCCCCCCCCCCCC)OC(CCCCCCCCCCCCCCC)=O.C(CCCCCCCCCCCCCCC)(=O)O palmitic acid stearyl-palmitate